C(C)N1C(C(C(C1)CCBr)(C1=CC=CC=C1)C1=CC=CC=C1)=O 1-ethyl-4-(2-bromoethyl)-3,3-diphenylpyrrolidin-2-one